α-(Cyclohexylsulfonyloxyimino)-cyclohexyl-acetonitrile C1(CCCCC1)S(=O)(=O)ON=C(C#N)C1CCCCC1